Cl.Cl.N1CCC2N(CCCC21)CCO 2-(Octahydro-4H-pyrrolo[3,2-b]pyridin-4-yl)ethan-1-ol dihydrochloride